FC1C(=CC=2C(=C(N=NC2Cl)Cl)O1)F 2,3-difluoro-5,8-dichloropyrano[2,3-D]pyridazine